C(CCCCCCCCCC=CCCCC)=O 11-Hexadecenal